CNCC=C methyl-(prop-2-en-1-yl)amine